2-(dimethylamino)imidazo[1,2-a]pyridin-7-ol formate salt C(=O)O.CN(C=1N=C2N(C=CC(=C2)O)C1)C